CC(CN)(CCC(CCN)C)CC 2,5-dimethyl-2-ethyl-1,7-diamino-heptane